FC1=CC(=CC(=C1C1=CC(=C(C=C1)OC)OC)C=1N=NNN1)[N+](=O)[O-] 5-(6-fluoro-3',4'-dimethoxy-4-nitro-[1,1'-biphenyl]-2-yl)-2H-tetrazole